dioxaphosphine O1OP=CC=C1